CC(C(=O)C=1SC=C(C1)C)(C)N1CCOCC1 2-Methyl-1-[4-methylthiophenyl]-2-morpholinyl-1-propanone